F[C@H]1C[C@@H](N(C1)C=1C=CC=2N(N1)C(=CN2)C(=O)N[C@@H]2CN(CC2)C(=O)OC(C)(C)C)C2=C(C=CC(=C2)F)SC tert-Butyl (3S)-3-{6-[(2R,4S)-4-fluoro-2-[5-fluoro-2-(methylsulfanyl)phenyl]pyrrolidin-1-yl]imidazo[1,2-b]pyridazine-3-amido}pyrrolidine-1-carboxylate